4-{3-(4-Chlorophenyl)-1-[2-(4-morpholinyl)ethyl]ureido}-N-(4-isopropylphenyl)benzamide ClC1=CC=C(C=C1)NC(N(CCN1CCOCC1)C1=CC=C(C(=O)NC2=CC=C(C=C2)C(C)C)C=C1)=O